N[C@@H]1CN(CC[C@H]1F)C1=NC2=C(N1CC1=CC=C(C=N1)C#N)C=C(C(=C2)F)C 6-((2-((3R,4R)-3-amino-4-fluoro-1-piperidinyl)-5-fluoro-6-methyl-1H-benzimidazol-1-yl)methyl)-3-pyridinecarbonitrile